[2-[4-[4-[[5-(2,3-difluoro-4-methoxy-phenyl)-1-methyl-imidazole-2-carbonyl]amino]-2-methyl-benzoyl]piperazin-1-yl]-2-oxo-ethyl]-trimethyl-ammonium FC1=C(C=CC(=C1F)OC)C1=CN=C(N1C)C(=O)NC1=CC(=C(C(=O)N2CCN(CC2)C(C[N+](C)(C)C)=O)C=C1)C